C(CCCCCCCCCCCCCCCCC)(=O)OC(=C)COC(CCCCCCCCCCCCCCCCC)=O (2R)-2,3-di(octadecanoyloxy)propylene